FC(C1=CC=C(C=N1)NC=1C2=C(N=CN1)C=CC(=N2)N2CC1(CCN1C(C=C)=O)C2)(F)F 1-[6-[4-[[6-(trifluoromethyl)-3-pyridyl]amino]pyrido[3,2-d]pyrimidin-6-yl]-1,6-diazaspiro[3.3]heptan-1-yl]prop-2-en-1-one